2H-anthraceno[1,2-d]imidazole N=1CN=C2C1C1=CC3=CC=CC=C3C=C1C=C2